4-(N-p-fluorobenzyl-N-propargyl-amino)-phenylcarbamate FC1=CC=C(CN(CC#C)C2=CC=C(C=C2)NC([O-])=O)C=C1